C1C=C2C=CC=C2C1=O pentalenone